N-(1-(4-fluorophenoxy)-2,4-dimethylpent-4-en-2-yl)thieno[3,2-b]pyridine-6-carboxamide FC1=CC=C(OCC(CC(=C)C)(C)NC(=O)C=2C=C3C(=NC2)C=CS3)C=C1